C(=CC1=CC=CC=C1)C1=CC=C(C=C1)C1=CC=NC=C1 4-(4-styrylphenyl)pyridine